C(C)(C)(C)P(CCCP(C(C)(C)C)C(C)(C)C)C(C)(C)C 1,3-bis(ditertbutylphosphino)propane